N1=C(C=CC=C1)C(C(=O)N)=C pyridin-2-yl-acrylamide